N-[(8-hydroxy-5-nitroquinolin-7-yl)(6-methoxypyridin-3-yl)methyl]pentanamide OC=1C(=CC(=C2C=CC=NC12)[N+](=O)[O-])C(NC(CCCC)=O)C=1C=NC(=CC1)OC